N-((3-fluoropyridin-2-yl)methyl)oxazolo[4,5-c]pyridin-4-amine FC=1C(=NC=CC1)CNC1=NC=CC2=C1N=CO2